CCCCCCCC[C@@H](CCC=CC=CC=CC=CC(=O)O)OO 12(S)-hydroperoxyeicosatetraenoic acid